N-(8-(methylamino)-5-(6-morpholinylpyrazolo[1,5-a]pyridin-2-yl)-2,7-naphthyridin-3-yl)cyclopropanecarboxamide CNC=1N=CC(=C2C=C(N=CC12)NC(=O)C1CC1)C1=NN2C(C=CC(=C2)N2CCOCC2)=C1